C(C)(C)(C)OC(=O)N1[C@H](CN(CC1)CC1=C(C(=CC(=C1)Cl)N)C)C (2S)-4-[(3-amino-5-chloro-2-methyl-phenyl)methyl]-2-methyl-piperazine-1-carboxylic acid tert-butyl ester